3-(3-{4-[(2S)-2,4-dimethylpiperazine-1-carbonyl]phenyl}-1,2-oxazol-5-yl)-6-(trifluoromethyl)-1H-indazole C[C@@H]1N(CCN(C1)C)C(=O)C1=CC=C(C=C1)C1=NOC(=C1)C1=NNC2=CC(=CC=C12)C(F)(F)F